C(CCC)[C@]1(NS(C2=C(N(C1)C1=CC=CC=C1)C=C(C(=C2)O/C=C/C(=O)O)N(C)C)(=O)=O)CC (R)-(E)-3-((3-butyl-7-(dimethylamino)-3-ethyl-1,1-dioxido-5-phenyl-2,3,4,5-tetrahydro-1,2,5-benzothiadiazepin-8-yl)oxy)acrylic acid